8,8-difluoro-2-(3-fluoro-5-methylphenoxy)-5-trifluoromethylbicyclo[4.2.0]octa-1,3,5-triene-7-one FC1(C(C2=C(C=CC(=C12)OC1=CC(=CC(=C1)C)F)C(F)(F)F)=O)F